(2-chloro-4-(trifluoromethyl)phenyl)-2-(2-cyclopropyl-5-ethyl-6-(4-(5-hydroxy-6-methylpyrimidine-4-carbonyl)piperazin-1-yl)-7-oxo-[1,2,4]triazolo[1,5-a]pyrimidin-4(7H)-yl)acetamide ClC1=C(C=CC(=C1)C(F)(F)F)C(C(=O)N)N1C=2N(C(C(=C1CC)N1CCN(CC1)C(=O)C1=NC=NC(=C1O)C)=O)N=C(N2)C2CC2